CC1(OCCC(C1)C1=NC=2C(=NC=CC2C2CCN(CC2)C(=O)[O-])N1)C 4-[2-(2,2-dimethyltetrahydropyran-4-yl)-3H-imidazo[4,5-b]pyridin-7-yl]piperidine-1-carboxylate